5-{2-[2-(4-Methoxy-2,3-dimethylbenzensulfonamido)-5-methylphenyl]-ethynyl}pyridin COC1=C(C(=C(C=C1)S(=O)(=O)NC1=C(C=C(C=C1)C)C#CC=1C=CC=NC1)C)C